N[C@H](C(=O)N1[C@@H](CCC1)B(O)O)C(C)C [(2R)-1-[(2S)-2-amino-3-methylbutanoyl]pyrrolidin-2-yl]boronic acid